Tetrahydrothiepin S1CCCCC=C1